C(#N)C1=CC=C(S1)C1=C(C=C(C=C1)C(F)(F)F)NS(=O)(=O)C=1C=C(C(=O)OC)C=CC1C1CC1 Methyl 3-(N-(2-(5-cyanothiophen-2-yl)-5-(trifluoromethyl)phenyl)sulfamoyl)-4-cyclopropylbenzoate